ClC1=C2C(N(C(NC2=C(C=C1)S(=O)(=O)C1=CC=C2C=CN(C2=C1)C1CCCC1)=O)O)=O 5-chloro-8-((1-cyclopentyl-1H-indol-6-yl)sulfonyl)-3-hydroxyquinazoline-2,4(1H,3H)-dione